ClC=1C(=CC2=C(C(=NO2)NS(=O)(=O)N2CCC(CC2)OC2CN(CC2)C(=O)OC(C)(C)C)C1)OCC1CCCC1 tert-butyl 3-((1-(N-(5-chloro-6-(cyclopentylmethoxy)benzo[d]isoxazol-3-yl)sulfamoyl)piperidin-4-yl)oxy)pyrrolidine-1-carboxylate